N-(1-cyclopropyl-2-oxo-1,2-dihydropyridin-3-yl)-2-((1S,4r)-4-((S)-2-hydroxy-N-methylpropanamidyl)cyclohexyl)-6-methoxy-2H-indazole-5-carboxamide C1(CC1)N1C(C(=CC=C1)NC(=O)C1=CC2=CN(N=C2C=C1OC)C1CCC(CC1)N(C([C@H](C)O)=O)C)=O